O1C=CN(CCC1)C(=O)OCC1=CC=CC=C1 Benzyl 6,7-dihydro-5H-1,4-oxazepine-4-carboxylate